C(CCCCCCCCCCC)(=O)OC(CCCCCCCCCCC)=O dodecanoic anhydride